trithiourea sulfate zinc [Zn+2].S(=O)(=O)([O-])[O-].NC(=S)N.NC(=S)N.NC(=S)N